N-(tertbutyldimethylsilyl)-1-(2,2,2-trifluoroethyl)-1H-pyrazole-3-sulfonamide C(C)(C)(C)[Si](NS(=O)(=O)C1=NN(C=C1)CC(F)(F)F)(C)C